C1=C(C=CC2=CC=CC=C12)S(=O)(=O)[O-] 2-naphthalene-sulfonate